NCCCN(\N=N\N(C)CCCN)C (E)-1,4-bis(3-aminopropyl)-1,4-dimethyltetrazene